C1(=CC(=CC=C1)C=1C=COC(C1)=O)C 4-(m-tolyl)-6-oxo-pyran